N1=CC=C(C=C1)C=1C=C(CNC(=O)C=2SC3=C(C2)C=CC=C3)C=CC1 N-[3-(pyridin-4-yl)benzyl]-1-benzothiophene-2-carboxamide